5-(2-amino-3-((1-hydroxycyclopentyl)ethynyl)pyridin-4-yl)-2-fluorobenzonitrile NC1=NC=CC(=C1C#CC1(CCCC1)O)C=1C=CC(=C(C#N)C1)F